C(C)C1=C(NC2=CC=C(C=C12)C1CCN(CC1)CC=1N=C(OC1C)C)C1=C2C(=NC=C1)NN=C2 4-((4-(3-ethyl-2-(1H-pyrazolo[3,4-b]pyridin-4-yl)-1H-indol-5-yl)piperidin-1-yl)methyl)-2,5-dimethyloxazole